C(C)(C)NC(C1=CN=CC(=C1)[N+](=O)[O-])=O N-isopropyl-5-nitronicotinamide